C(C1=CC=CC=C1)OC(=O)N1C2CN(CC1CC2)C=2C1=C(N=C(N2)OCC23CCCN3CCC2)CN(CC1)C1=CC=CC2=CC=CC(=C12)F 3-(7-(8-fluoronaphthalen-1-yl)-2-((hexahydro-1H-pyrrolizin-7a-yl)methoxy)-5,6,7,8-tetrahydropyrido[3,4-d]pyrimidin-4-yl)-3,8-diazabicyclo[3.2.1]octane-8-carboxylic acid benzyl ester